2-amino-N-(2-(4-bromophenyl)-2-(4-chlorophenyl)-2-hydroxyethyl)-N-methylacetamide NCC(=O)N(C)CC(O)(C1=CC=C(C=C1)Cl)C1=CC=C(C=C1)Br